4-oxocyclohexane-1-carboxylate O=C1CCC(CC1)C(=O)[O-]